NC1=C2N=CN(C2=NC=N1)C[C@@H](C)OCP(OCCOCCCCCCCCCCCC#C[Si](CCC(F)(F)F)(C)C)(O)=O 2-((13-(dimethyl(3,3,3-trifluoropropyl)silyl)tridec-12-yn-1-yl)oxy)ethyl hydrogen ((((R)-1-(6-amino-9H-purin-9-yl)propan-2-yl)oxy)methyl)phosphonate